CN1C(C2=C(C=CC(=C2C=N1)CC1CC2(CN(C2)C(=O)OC(C)(C)C)C1)C)=O tert-butyl 6-((2,8-dimethyl-1-oxo-1,2-dihydrophthalazin-5-yl)methyl)-2-azaspiro[3.3]heptane-2-carboxylate